2-(1-(4-((4-(3-(hydroxymethyl)piperidin-1-yl)phenyl)amino)-5-oxo-5,6-dihydropyrimido[4,5-d]pyridazin-2-yl)piperidin-4-yl)acetonitrile OCC1CN(CCC1)C1=CC=C(C=C1)NC1=NC(=NC=2C=NNC(C21)=O)N2CCC(CC2)CC#N